COC(C1=CC=C(C=C1)C(C(C)C)O)=O 4-(1-hydroxy-2-methylpropyl)benzoic acid methyl ester